[4-(2,4-Dioxohexahydropyrimidin-1-yl)-8-isoquinolinyl]-3,8-diazabicyclo[3.2.1]Octane-8-carboxylic acid tert-butyl ester C(C)(C)(C)OC(=O)N1C2(CNCC1CC2)C=2C=CC=C1C(=CN=CC21)N2C(NC(CC2)=O)=O